FC1(CC(C1)COC1=C2CCC(C2=C(C=C1)SC(F)(F)F)=O)F 4-((3,3-difluorocyclobutyl)methoxy)-7-(trifluoromethylthio)-2,3-dihydro-1H-inden-1-one